NC=1C(NC2=CC(=C(N=C2C1C1=C2C=NNC2=C(C=C1)F)C#CCOC)C)=O 3-Amino-4-(7-fluoro-1H-indazol-4-yl)-6-(3-methoxyprop-1-ynyl)-7-methyl-1H-1,5-naphthyridin-2-one